COC=1C=C(C=CC1NCC#CC=1N(C2=CC=CC(=C2C1)NC1CCC(CC1)N1CCC2(CCOCC2)CC1)CC(F)(F)F)S(=O)(=O)N 3-methoxy-4-{[3-(4-{[(1R,4R)-4-{3-oxa-9-azaspiro[5.5]undecan-9-yl}cyclohexyl]amino}-1-(2,2,2-trifluoroethyl)-1H-indol-2-yl)prop-2-yn-1-yl]amino}benzene-1-sulfonamide